N-(2-(((3-(3-(benzyloxy)phenyl)cyclopentyl)oxy)methyl)pyridin-3-yl)methanesulfonamide C(C1=CC=CC=C1)OC=1C=C(C=CC1)C1CC(CC1)OCC1=NC=CC=C1NS(=O)(=O)C